C(C1=CC=CC=C1)[C@H]1N(CCN(C1)S(=O)(=O)C)C=1C=C2C(=NN(C2=CC1)C=1C(=C(C(=C(C1)C(F)(F)F)F)O)F)N(C)C (R)-3-(5-(2-Benzyl-4-(methylsulfonyl)piperazin-1-yl)-3-(dimethylamino)-1H-indazol-1-yl)-2,6-difluoro-5-(trifluoromethyl)phenol